ClC=1C(=CN(C(C1)=O)C)C1=C2CCN(C(C2=CC(=C1)CCN(C)CCOC)=O)[C@@H](C)C1=NC=C(C#N)C(=C1)OCC (S)-6-(1-(5-(4-chloro-1-methyl-6-oxo-1,6-dihydropyridin-3-yl)-7-(2-((2-methoxyethyl)(methyl)amino)ethyl)-1-oxo-3,4-dihydroisoquinolin-2(1H)-yl)ethyl)-4-ethoxynicotinonitrile